2,2'-(1,4-phenylene)diethanamine C1(=CC=C(C=C1)CCN)CCN